COC(O)[C@H]1CN(C)[C@@H]2CC3=CNC4=CC=CC(C2=C1)=C34 methoxylysergol